FC1=C(C=CC(=C1)F)S(=O)(=O)NC1=CC=C2CCCN(C2=C1)S(=O)(=O)CC1=CC(=CC=C1)F 2,4-difluoro-N-(1-((3-fluorobenzyl)sulfonyl)-1,2,3,4-tetrahydroquinolin-7-yl)benzenesulfonamide